2,7-dicyano-naphthalene C(#N)C1=CC2=CC(=CC=C2C=C1)C#N